7-azaindole-4-boronic acid N1C=CC=2C(=CC=NC12)B(O)O